NC1=NNC(=C1C(=O)NC=1C=NC=C(C1N1CCC(CC1)C(=O)N1CCN(CC1)C)F)N 3,5-diamino-N-[5-fluoro-4-[4-(4-methylpiperazine-1-carbonyl)-1-piperidyl]-3-pyridyl]-1H-pyrazole-4-carboxamide